OC1=CC=C(C=C1)C(CC1=CC=CC=C1)(C)C1=CC=C(C=C1)O 2,2-bis-(4-hydroxyphenyl)-1-phenylpropane